C(C1=CC=CC=C1)SC=1SC(=CN1)Cl 2-(benzylthio)-5-chlorothiazole